(R)-2-(5-((5-(2-Amino-6-bromo-1H-benzo[d]imidazol-1-yl)-4-methylpentyl)oxy)-1-Methyl-1H-pyrazol-4-yl)-6-methylisonicotinic acid methyl ester COC(C1=CC(=NC(=C1)C)C=1C=NN(C1OCCC[C@H](CN1C(=NC2=C1C=C(C=C2)Br)N)C)C)=O